N1CCNCC1=O 6-piperazinone